diethylene glycol bisacrylate C(C=C)(=O)OCCOCCOC(C=C)=O